N1N=CC2=CC(=CC=C12)\C(=C(/CCCOC)\C1=CC=CC=C1)\C1=CC=C(C=C1)/C=C/C(=O)O (E)-3-(4-((E)-1-(1H-indazol-5-yl)-5-methoxy-2-phenylpent-1-en-1-yl)phenyl)acrylic acid